COC(CC1=COC2=C1C=C(C=C2)N2C(=CC1=CC=C(C=C21)OC(F)(F)F)C(=O)O)=O 1-(3-(2-methoxy-2-oxoethyl)benzofuran-5-yl)-6-(trifluoromethoxy)-1H-indole-2-carboxylic acid